ClC=1C(=C(N)C=C(C1)C)C 3-chloro-2,5-dimethyl-aniline